1-[4-(4-{[(3-cyclopropylphenyl)methyl]carbamoyl}-1H-1,2,3-triazol-1-yl)-3-fluorobutyl]-N-[(4-cyclopropylpyridin-2-yl)methyl]-1H-1,2,3-triazole-4-carboxamide C1(CC1)C=1C=C(C=CC1)CNC(=O)C=1N=NN(C1)CC(CCN1N=NC(=C1)C(=O)NCC1=NC=CC(=C1)C1CC1)F